acryl-amine C(=O)(C=C)N